1-(1-aminoisoquinolin-4-yl)-N-(5-chloro-2-methyl-6-(1H-pyrazol-1-yl)pyridin-3-yl)-5-(trifluoromethyl)-1H-pyrazole-4-carboxamide NC1=NC=C(C2=CC=CC=C12)N1N=CC(=C1C(F)(F)F)C(=O)NC=1C(=NC(=C(C1)Cl)N1N=CC=C1)C